2-chloro-9,9-dimethyl-6,7,8,9-tetrahydropyrazolo[1,5-a][1,5]naphthyridine ClC1=NN2C(C=CC=3NCCC(C23)(C)C)=C1